N-([1,1'-biphenyl]-4-yl)-3'-(9H-carbazol-9-yl)[1,1'-biphenyl]-4-amine C1(=CC=C(C=C1)NC1=CC=C(C=C1)C1=CC(=CC=C1)N1C2=CC=CC=C2C=2C=CC=CC12)C1=CC=CC=C1